N-2-aminoethyl-3-aminopropyltrimethoxysilane tert-Butyl-2-[2,3-dioxo-4-(2-oxoazepan-3-yl)quinoxalin-1-yl]acetate C(C)(C)(C)OC(CN1C(C(N(C2=CC=CC=C12)C1C(NCCCC1)=O)=O)=O)=O.NCCNCCC[Si](OC)(OC)OC